FC=1C=C(C=CC1)N1C=C(C=2C(=NC=CC21)N2[C@H](CN(CC2)C(=O)OC(C)(C)C)C)N2C(CC2)=O tert-Butyl (S)-4-(1-(3-fluorophenyl)-3-(2-oxoazetidin-1-yl)-1H-pyrrolo[3,2-c]pyridin-4-yl)-3-methylpiperazine-1-carboxylate